ONC(CCCCCCNC1=C(C=C(C=C1)S(=O)(=O)N)[N+](=O)[O-])=O N-hydroxy-7-(2-nitro-4-aminosulfonylphenylamino)heptanamide